NC=1C(=[N+](C=C(C1)C1=CSC(=C1)C(F)(F)F)[O-])C(N[C@H]1CS(C=C1)(=O)=O)=O (R)-3-amino-2-((1,1-dioxido-2,3-dihydrothiophen-3-yl)carbamoyl)-5-(5-(trifluoromethyl)thiophen-3-yl)pyridine 1-oxide